ClC1=CC(=CC2=C1B(OC2(C)C)O)NC2=NC=C(C(=N2)NC(CC)CC)C 7-chloro-3,3-dimethyl-5-((5-methyl-4-(pentan-3-ylamino)pyrimidin-2-yl)amino)benzo[c][1,2]oxaborol-1(3H)-ol